6-(1,3-dimethylpyrazol-4-yl)-2-(6-{[(1S,5R)-1-ethyl-5-methyl-8-azabicyclo[3.2.1]octan-3-yl]oxy}-1,2-diazin-3-yl)-2,3-dihydro-1H-pyrrolo[4,3-c]pyridin-1-one CN1N=C(C(=C1)C1=CC2=C(C=N1)CN(C2=O)C=2N=NC(=CC2)OC2C[C@@]1(CC[C@](C2)(N1)C)CC)C